3-[(cyclopropylmethyl)amino]-N-(2,6-Dibromo-4-(1,1,1,2,3,3,3-heptafluoroprop-2-yl)phenyl)-4-fluorobenzamide C1(CC1)CNC=1C=C(C(=O)NC2=C(C=C(C=C2Br)C(C(F)(F)F)(C(F)(F)F)F)Br)C=CC1F